2-(2'-hydroxy-4'-methacryloylchlorophenyl)benzotriazole OC1=C(C=CC(=C1Cl)C(C(=C)C)=O)N1N=C2C(=N1)C=CC=C2